methyl-7,8-dihydropteridin-6-one CC1=NC=2NCC(NC2C=N1)=O